O=C1N(C(C(C1([2H])[2H])([2H])[2H])=O)[C@H](C(=O)NC([2H])([2H])C1=C(C(=C(C(=C1[2H])[2H])[2H])[2H])[2H])C (S)-2-(2,5-dioxopyrrolidin-1-yl-3,3,4,4-d4)-N-((phenyl-d5)methyl-d2)propanamide